FC(C1=NN(C(=C1C1=CC=C(C=C1)F)F)C1=CC=CC=C1)F 3-difluoromethyl-5-fluoro-1-phenyl-4-(4-fluorophenyl)-1H-pyrazole